(S)-5,5-dimethyl-2-(phenylamino)hexanoic acid compound with methanesulfonic acid CS(=O)(=O)O.CC(CC[C@@H](C(=O)O)NC1=CC=CC=C1)(C)C